CN([C@@H]1CC[C@H](CC1)C1(OC2=C(O1)C(=CC(=C2C)C(=O)NCC=2C(NC(=CC2SC)C)=O)C2=CSC=C2)C)C 2-(Trans-4-(dimethylamino)cyclohexyl)-2,4-dimethyl-N-((6-methyl-4-(methylsulfanyl)-2-oxo-1,2-dihydropyridin-3-yl)methyl)-7-(thiophen-3-yl)benzo[d][1,3]dioxole-5-carboxamide